(5S)-5-methyl-6-[4-(4-methylpiperazin-1-yl)-3-(trifluoromethyl)phenyl]-4,5-dihydro-1,2,4-triazin-3(2H)-one C[C@@H]1NC(NN=C1C1=CC(=C(C=C1)N1CCN(CC1)C)C(F)(F)F)=O